2-bromo-4-[(2-nitrophenyl)oxy]aniline BrC1=C(N)C=CC(=C1)OC1=C(C=CC=C1)[N+](=O)[O-]